2-methylthio-N6-(cis-hydroxyisopentenyl)adenine CSC1=NC(=C2NC=NC2=N1)NC(CC(=C)C)O